benzyl 6-(2-{bis[2-oxo-2-({2-[(α-D-mannopyranosyl)oxy]ethyl}amino)ethyl]amino}acetamido)hexanoate O=C(CN(CC(=O)NCCCCCC(=O)OCC1=CC=CC=C1)CC(=O)NCCO[C@@H]1[C@@H](O)[C@@H](O)[C@H](O)[C@H](O1)CO)NCCO[C@@H]1[C@@H](O)[C@@H](O)[C@H](O)[C@H](O1)CO